C=1C2=C(N=COC1)C=CC1=CC=CC=C12 naphtho[2,1-d][1,3]oxazepine